4-phenylpiperidine C1(=CC=CC=C1)C1CCNCC1